C(C(=C)C)(=O)OC1CC(C2=CCC(/C=C\3/OC(C(=C31)COC(C)=O)=O)(O2)C)(C)O (E)-3-(acetoxymethyl)-6-hydroxy-6,10-dimethyl-2-oxo-2,4,5,6,9,10-hexahydro-7,10-epoxycyclodeca[b]furan-4-yl methacrylate